methyl-butyl-theophylline iodine salt [I].CC(N1C(=O)N(C)C=2N=CNC2C1=O)CCCC